CC1=NOC=2[C@@H](N=C(C3=C(C21)C=CC=C3)C3=CC=C(C=C3)O)CC=3OC=CN3 4-[(4S)-1-methyl-4-(oxazol-2-ylmethyl)-4H-isoxazolo[5,4-d][2]benzazepin-6-yl]phenol